(2E,4E)-2,4-hexadienoic acid C(\C=C\C=C\C)(=O)O